2-(8-(cyclopentylsulfanyl)imidazo[1,5-a]pyridin-3-yl)propan-2-amine C1(CCCC1)SC=1C=2N(C=CC1)C(=NC2)C(C)(C)N